C(C1=CC=CC=C1)C1=C(N(N=C1C(CC(=O)OCC)=O)C)C(=O)OC(C)(C)C tert-butyl 4-benzyl-5-(3-ethoxy-3-oxo-propanoyl)-2-methyl-pyrazole-3-carboxylate